1,1,3,3-tetramethylbutylisonitrile CC(CC(C)(C)C)(C)[N+]#[C-]